C(C)(C)(C)OC(N(C)CCS(=O)(=O)CCO)=O tert-butyl(2-((2-hydroxyethyl)sulfonyl)ethyl)(methyl)carbamate